methyl (R)-1-(4-bromo-3,5-difluorophenyl)pyrrolidine-3-carboxylate BrC1=C(C=C(C=C1F)N1C[C@@H](CC1)C(=O)OC)F